tert-butyl N-[(1S,2S)-2-[(tertbutyldimethylsilyl)oxy]-5-cyano-2,3-dihydro-1H-inden-1-yl]carbamate C(C)(C)(C)[Si](O[C@@H]1[C@H](C2=CC=C(C=C2C1)C#N)NC(OC(C)(C)C)=O)(C)C